5-bromo-1-methyl-indazol-3-ol BrC=1C=C2C(=NN(C2=CC1)C)O